ClC1=NC(=C(C(=N1)N1[C@H]2CN(C[C@@H]1CC2)C(=O)[O-])[N+](=O)[O-])CC2(CCCC1=CC=CC=C21)C(=O)OC (1R,5S)-8-(2-chloro-6-((1-(methoxycarbonyl)-1,2,3,4-tetrahydronaphthalen-1-yl)methyl)-5-nitropyrimidin-4-yl)-3,8-diazabicyclo[3.2.1]Octane-3-carboxylate